S(=O)=NC(C1=CC=CC=C1)(C1=CC=CC=C1)C1=CC=CC=C1 N-sulfinyltriphenylmethylamine